ClC1=NC=C(C(=C1)C1=C(C=NC(=C1)C)C(=O)NC=1SC2=C(N1)CN(C2)C(C2=C(C(=CC=C2)C(F)F)Cl)=O)OC 2'-Chloro-N-(5-(2-chloro-3-(difluoromethyl)benzoyl)-5,6-dihydro-4H-pyrrolo[3,4-d]thiazol-2-yl)-5'-methoxy-6-methyl-[4,4'-bipyridine]-3-carboxamide